(S)-2-(5-((1-(dibenzo[b,d]furan-2-yl)-2-fluoroethyl)amino)-2-(2-fluorophenyl)-6-oxopyrimidin-1(6H)-yl)acetic acid tert-butyl ester C(C)(C)(C)OC(CN1C(=NC=C(C1=O)N[C@H](CF)C1=CC2=C(OC3=C2C=CC=C3)C=C1)C1=C(C=CC=C1)F)=O